OC1=C(C(=O)O)C(=CC(=C1)O)C(F)(F)F 2,4-Dihydroxy-6-(trifluoromethyl)benzoic acid